FC1(CCN(CC1)C1=NC(=CC(=N1)C=1N=NN(C1)C1=C(C=C(C=C1)[N+](=O)[O-])N1CCC2(CC2)CC1)C)F 6-(2-(4-(2-(4,4-Difluoropiperidin-1-yl)-6-methylpyrimidin-4-yl)-1H-1,2,3-triazol-1-yl)-5-nitrophenyl)-6-azaspiro[2.5]Octane